2,4'-diamino-2,2'-dimethylbiphenyl NC1(C(=CC=CC1)C1=C(C=C(C=C1)N)C)C